2-(4-ethylphenoxy)-N-phenyl-N-(thiophen-2-ylmethyl)acetamide C(C)C1=CC=C(OCC(=O)N(CC=2SC=CC2)C2=CC=CC=C2)C=C1